N1=C(N=CC=C1)C1(CC1)NC(=O)[C@@H]1CN(CC[C@H]1NC(=O)C1=NOC(=C1)C1=C(C(=C(C=C1)F)F)F)CC1CC1 (3R,4R)-1-cyclopropylmethyl-4-{[5-(2,3,4-trifluoro-phenyl)-isoxazole-3-carbonyl]-amino}-piperidine-3-carboxylic acid (1-pyrimidin-2-yl-cyclopropyl)-amide